ruthenium(II) dichloride [Ru](Cl)Cl